6-[5-((R or S)-1-Aminoethyl)-pyridin-3-yl]-1-methyl-3,4-dihydro-1H-quinolin-2-one hydrochloride Cl.N[C@H](C)C=1C=C(C=NC1)C=1C=C2CCC(N(C2=CC1)C)=O |o1:2|